(dimethylaminoethoxy)tin CN(C)CCO[Sn]